CC1=C(C=CC(=C1)O)C(C)(C1=C(C=C(C=C1)O)C)C1=C(C=C(C=C1)O)C 1,1,1-tris(2-methyl-4-hydroxyphenyl)-ethane